2-methyl-1,5-hexanediamine CC(CN)CCC(C)N